C1CCC2C1=C1C=CC=CC1=CC2 tetrahydrocyclopenta[a]naphthalene